C[C@H](C(C)(C)C)NC1=CC=CC(=N1)S(=O)(=O)NC(=O)C=1C(=NC=CC1)N1C(CC(C1)C)(C)C N-[[6-[[(1R)-1,2,2-Trimethylpropyl]amino]-2-pyridyl]sulfonyl]-2-(2,2,4-trimethylpyrrolidin-1-yl)pyridin-3-carboxamid